FC(S(=O)(=O)OC1CN(CC1)C(=O)[O-])(F)F 3-(((trifluoromethyl)sulfonyl)oxy)pyrrolidine-1-carboxylate